C(C)OP(=O)(OCC)NCCC diethoxyphosphoryl-propylamine